1-((5-methylpyridin-3-yl)methyl)-5-(3-(m-tolyl)-1,2,4-oxadiazol-5-yl)pyridin-2(1H)-one CC=1C=C(C=NC1)CN1C(C=CC(=C1)C1=NC(=NO1)C=1C=C(C=CC1)C)=O